2-Phenoxy-N-[6-[[2-phenoxyacetyl]amino]pyridin-3-yl]acetamide O(C1=CC=CC=C1)CC(=O)NC=1C=NC(=CC1)NC(COC1=CC=CC=C1)=O